1,2-dimethyl-pyrrole-3-carboxamide CN1C(=C(C=C1)C(=O)N)C